5-((4-((4'-chloro-5,5-dimethyl-3,4,5,6-tetrahydro-[1,1'-biphenyl]-2-yl)methyl)-3,5-dimethylpiperazin-1-yl)methyl)-2-(2,6-dioxopiperidin-3-yl)isoindoline-1,3-dione ClC1=CC=C(C=C1)C1=C(CCC(C1)(C)C)CN1C(CN(CC1C)CC=1C=C2C(N(C(C2=CC1)=O)C1C(NC(CC1)=O)=O)=O)C